dithio-bis-ethanesulfonate C(CSSCCS(=O)(=O)[O-])S(=O)(=O)[O-]